2-(cyclohexylamino)-4-(4-(phenylamino)-7H-pyrrolo[2,3-d]pyrimidin-7-yl)benzonitrile C1(CCCCC1)NC1=C(C#N)C=CC(=C1)N1C=CC2=C1N=CN=C2NC2=CC=CC=C2